6-([1,1'-biphenyl]-4-yl)-1H-benzo[d][1,2,3]triazole C1(=CC=C(C=C1)C=1C=CC2=C(NN=N2)C1)C1=CC=CC=C1